2-[(1-{4-[(4,4-Difluoropiperidin-1-yl)methyl]phenyl}ethyl)amino]-8-(2-fluorobenzyl)pyrido[2,3-d]pyrimidin FC1(CCN(CC1)CC1=CC=C(C=C1)C(C)NC=1N=CC2=C(N1)N(CC=C2)CC2=C(C=CC=C2)F)F